N-hydroxytetrazole ON1N=NN=C1